racemic-3-(isoquinolin-4-yl)-1-(2-methyl-5-(trifluoromethyl)pyridin-3-yl)-2-oxoimidazoline-4-carbonitrile C1=NC=C(C2=CC=CC=C12)N1C(N(C[C@@H]1C#N)C=1C(=NC=C(C1)C(F)(F)F)C)=O |r|